CCCCC1=C(C2=CC=CC=C2O1)C(=O)C3=CC(=C(C(=C3)I)OCCN(CC)CC)I The molecule is a member of the class of 1-benzofurans that is 1-benzofuran substituted by a butyl group at position 2 and a 4-[2-(diethylamino)ethoxy]-3,5-diiodobenzoyl group at position 3. It is a cardiovascular drug used for the treatment of cardiac dysrhythmias. It has a role as a cardiovascular drug. It is a member of 1-benzofurans, an organoiodine compound, an aromatic ketone and a tertiary amino compound.